CN(C(OC(C)(C)C)=O)C[C@@H]1CCOC2=C(C=CC=C12)C=1C=NC(=CC1)C tert-butyl (R)-methyl((8-(6-methylpyridin-3-yl)chroman-4-yl)methyl)carbamate